(2s,3s,4s)-N-(4-fluoro-3-methyl-phenyl)-3,4-dihydroxy-N-methyl-1-(6-methyl-4-(trifluoromethyl)pyridin-2-yl)-5-oxopyrrolidine-2-carboxamide FC1=C(C=C(C=C1)N(C(=O)[C@H]1N(C([C@H]([C@H]1O)O)=O)C1=NC(=CC(=C1)C(F)(F)F)C)C)C